NC1=C(C(N(C2=NC(=CC=C12)Br)C=1C=NC(=CC1)C(C)O)=O)C(=O)OC methyl 4-amino-7-bromo-1-(6-(1-hydroxyethyl)pyridin-3-yl)-2-oxo-1,2-dihydro-1,8-naphthyridine-3-carboxylate